8-Methyl-1-[trans-4-(pyridin-2-yloxy)cyclohexyl]-5,6-dihydro-4H-[1,2,4]triazolo[4,3-a][1]benzazepin-5-amin CC=1C=CC2=C(CC(CC=3N2C(=NN3)[C@@H]3CC[C@H](CC3)OC3=NC=CC=C3)N)C1